(R)-4-(2-((tert-butoxycarbonyl)amino)-3-(1H-1,2,4-triazol-1-yl)propoxy)benzoic acid C(C)(C)(C)OC(=O)N[C@@H](COC1=CC=C(C(=O)O)C=C1)CN1N=CN=C1